3-(3-((1-((2-bromophenyl)sulfonyl)-1H-benzimidazol-2-yl)thio)propoxy)-5,7-dimethoxy-2-(3,4,5-trimethoxyphenyl)-4H-chromen-4-one BrC1=C(C=CC=C1)S(=O)(=O)N1C(=NC2=C1C=CC=C2)SCCCOC2=C(OC1=CC(=CC(=C1C2=O)OC)OC)C2=CC(=C(C(=C2)OC)OC)OC